(1S,5R)-9-[(5-fluoro-2-pyridyl)methyl]-3-oxa-7,9-diazabicyclo[3.3.1]nonane hydrochloride Cl.FC=1C=CC(=NC1)CN1[C@@H]2COC[C@H]1CNC2